6-(ethylsulfanyl)-3-[(1-methyl-1,2,4-triazol-3-yl)methyl]-1-[(2,4,5-trifluorophenyl)methyl]-1,3,5-triazine-2,4-dione C(C)SC1=NC(N(C(N1CC1=C(C=C(C(=C1)F)F)F)=O)CC1=NN(C=N1)C)=O